3-Methyl-2-(1-phenylquinolin-1-ium-4-yl)benzothiazol-3-ium tetrafluoroborate F[B-](F)(F)F.C[N+]1=C(SC2=C1C=CC=C2)C2=CC=[N+](C1=CC=CC=C21)C2=CC=CC=C2.F[B-](F)(F)F